(R)-2-(Oxiran-2-yl)-6-(trifluoromethyl)pyridine O1[C@@H](C1)C1=NC(=CC=C1)C(F)(F)F